COC=CC=1C=C(C=CC1C)C=1C=NOC1 4-[3-(2-methoxyethenyl)-4-methylphenyl]-1,2-oxazole